COC1=C(C(=O)P(C(CC)C)(C(C2=C(C=CC=C2)OC)=O)=O)C=CC=C1 bis(2-methoxybenzoyl)(1-methylprop-1-yl)phosphine oxide